NC=1C(=NC(=C(N1)F)C1=CC(=C(C=C1)C1CCOCC1)CN1CCC1)C=1C=C2C(=CNC(C2=CC1)=O)F 6-(3-amino-6-(3-(azetidin-1-ylmethyl)-4-(tetrahydro-2H-pyran-4-yl)phenyl)-5-fluoropyrazin-2-yl)-4-fluoroisoquinolin-1(2H)-one